benzyl N-(3-amino-3-oxo-propyl)-N-[[(1R,2S,5S)-3-[(2S)-3,3-dimethyl-2-[(2,2,2-trifluoroacetyl)amino]butanoyl]-6,6-dimethyl-3-azabicyclo[3.1.0]hexane-2-carbonyl]amino]carbamate NC(CCN(C(OCC1=CC=CC=C1)=O)NC(=O)[C@@H]1[C@H]2C([C@H]2CN1C([C@H](C(C)(C)C)NC(C(F)(F)F)=O)=O)(C)C)=O